FC1=C(C(=O)N2CCN(CC2)C2=NC=C(C#N)C=C2)C=C(C=C1)CC1=NNC(C2=C(C=C(C=C12)C#CC)C(F)(F)F)=O 6-(4-(2-Fluoro-5-((4-oxo-7-(prop-1-ynyl)-5-(trifluoromethyl)-3,4-dihydrophthalazin-1-yl)methyl)benzoyl)piperazin-1-yl)nicotinonitrile